NC=1N=C(C2=C(N1)C=NN2CC2=CC=C(C=1C=CC=NC21)C(=O)O)N[C@H](CCO)CCC (S)-8-((5-amino-7-((1-hydroxyhex-3-yl)amino)-1H-pyrazolo[4,3-d]pyrimidin-1-yl)methyl)quinoline-5-carboxylic acid